COC(C(=C)CCl)=O 2-(chloromethyl)acrylic acid methyl ester